4-cyclopropyl-3-(N-(4-fluoro-5-(isothiazol-5-yl)-2-(pyrrol-1-yl)phenyl)sulfamoyl)benzoic acid C1(CC1)C1=C(C=C(C(=O)O)C=C1)S(NC1=C(C=C(C(=C1)C1=CC=NS1)F)N1C=CC=C1)(=O)=O